6-amino-N-[(1-cyclopropyl-cyclobutyl)methyl]-2,2-difluoro-1,3-benzodiazole-5-carboxamide NC=1C(=CC=2C(=NC(N2)(F)F)C1)C(=O)NCC1(CCC1)C1CC1